N-((1s,4s)-4-(3,3-difluoropyrrolidin-1-yl)cyclohexyl)-5,6-dihydrobenzo[f]imidazo[1,5-d][1,4]oxazepine-10-carboxamide FC1(CN(CC1)C1CCC(CC1)NC(=O)C=1C=CC2=C(C=3N(CCO2)C=NC3)C1)F